(1S,2S)-N-[3-(4-cyclopropoxy-2-methoxypyridin-3-yl)-1-{[2-(trimethylsilyl)ethoxy]methyl}pyrrolo[2,3-b]pyridin-6-yl]-2-fluorocyclopropane-1-carboxamide C1(CC1)OC1=C(C(=NC=C1)OC)C1=CN(C2=NC(=CC=C21)NC(=O)[C@H]2[C@H](C2)F)COCC[Si](C)(C)C